7-fluoro-5-methyl-3-(3-(4-(4-(trifluoromethyl)phenyl)piperazin-1-yl)propyl)isoquinolin-1(2H)-one FC1=CC(=C2C=C(NC(C2=C1)=O)CCCN1CCN(CC1)C1=CC=C(C=C1)C(F)(F)F)C